N-(p-Methoxybenzyl)-N,N-dimethylanilinium hexafluoroantimonate F[Sb-](F)(F)(F)(F)F.COC1=CC=C(C[N+](C2=CC=CC=C2)(C)C)C=C1